F[C@H]1CN(CC[C@H]1NC(CCC1=NN=C2N1N=C(C=C2)N2CCN(CC2)C)=O)C(=O)OC(C)(C)C Tert-butyl (3S,4R)-3-fluoro-4-{3-[6-(4-methylpiperazin-1-yl)-[1,2,4]triazolo[4,3-b]pyridazin-3-yl]propanamido}piperidine-1-carboxylate